C12C(C3CC(CC(C1)C3)C2)NC(=O)C=2NC=C(C2)C=2C=NC3=CC=CC=C3C2 N-(adamantan-2-yl)-4-(quinolin-3-yl)-1H-pyrrole-2-carboxamide